N-(1-oxooctadecyl)-L-glutamic acid Disodium salt [Na+].[Na+].O=C(CCCCCCCCCCCCCCCCC)N[C@@H](CCC(=O)[O-])C(=O)[O-]